COC1CCC(CC1)CCC(C)(N)C 4-((1r,4s)-4-methoxycyclohexyl)-2-methylbutan-2-amine